N'-hydroxy-3-methoxypropan-imidamide hydrochloride Cl.ON=C(CCOC)N